C1(CC1)S(=O)(=O)NC=1SC=C(N1)C(C)(C)NC(C1=C(C=C(C=C1)C1=NC(=CN=C1)OCC)C)=O N-(2-(2-(cyclopropanesulfonamido)thiazol-4-yl)propan-2-yl)-4-(6-ethoxypyrazin-2-yl)-2-methylbenzamide